FC1=CC=C(C=C1)C(=O)N1[C@@H](C=2N(CC1)C(=NC2)C2=NC(=NS2)C)C (R)-(4-fluorophenyl)(8-Methyl-3-(3-methyl-1,2,4-thiadiazol-5-yl)-5,6-dihydroimidazo[1,5-a]pyrazine-7(8H)-yl)methanone